FC=1C=C(C=C(C1CN1C(C=2C=CC=NC2C(=C1)C(=O)N[C@@H]1[C@H](COCC1)O)=O)F)C1=CC(=CC(=C1)C)C 6-((3,5-difluoro-3',5'-dimethyl-[1,1'-biphenyl]-4-yl)methyl)-N-((3R,4S)-3-hydroxytetrahydro-2H-pyran-4-yl)-5-oxo-5,6-dihydro-1,6-naphthyridine-8-carboxamide